ClC=1C=CC(=C2C=NN(C(C12)=O)C)C(C1COC1)C1CC2(CN(C2)CCCC2=CC=3N(C=C2F)C=NN3)C1 8-chloro-5-((2-(3-(6-fluoro-[1,2,4]triazolo[4,3-a]pyridin-7-yl)propyl)-2-azaspiro[3.3]heptan-6-yl)(oxetan-3-yl)methyl)-2-methylphthalazin-1(2H)-one